FC1=C(C=C(C=C1)NC(N(CC(C)C)C1COCC=2NC(C=3C=C(C=CC3C21)F)=O)=O)C 3-(4-Fluoro-3-methylphenyl)-1-(8-fluoro-6-oxo-1,4,5,6-tetrahydro-2H-pyrano[3,4-c]isoquinolin-1-yl)-1-isobutylurea